F[C@H]1[C@@H]([C@H]2CN[C@@H]1C2)OC2=CC=C(N=N2)C2=C(C=C(C=C2)N2C=NC=C2)O 2-(6-(((1R,4R,5R,6R)-6-fluoro-2-azabicyclo[2.2.1]heptan-5-yl)oxy)pyridazin-3-yl)-5-(1H-imidazol-1-yl)phenol